COC1=NC(=NC=C1C)C(C(=O)OC)(C)C methyl 2-(4-methoxy-5-methylpyrimidin-2-yl)-2-methylpropanoate